5-((2-amino-3-chloropyridin-4-yl)thio)-3-(hydroxymethyl)pyrazin-2-ylpiperazin NC1=NC=CC(=C1Cl)SC=1N=C(C(=NC1)N1CCNCC1)CO